C(C)(C)(C)C1=CC=C(\C=C\2/CCCC2=O)C=C1 (E)-5-(4-t-butylbenzylidene)cyclopentanone